C(C)(C)(C)NC(N(C(C)(C)C)C(C)(C)C)=O tri-t-butylurea